FC(C(=O)O)(F)F.NCCOCCOCCOCCOCCOCCOCCOCCOCCC(=O)NCCC1=CC=C(C=C1)O 1-amino-N-(4-hydroxyphenethyl)-3,6,9,12,15,18,21,24-octaoxaheptacosan-27-amide trifluoroacetate salt